CC=1N=C2N(N=C(C=C2)C2=CNC=3N=C(N=CC32)NCC(F)(F)F)C1 5-(2-methylimidazo[1,2-b]pyridazin-6-yl)-N-(2,2,2-trifluoroethyl)-7H-pyrrolo[2,3-d]pyrimidin-2-amine